ClC1=NC=CC=2N=C(N=CC21)SC 5-chloro-2-(methylthio)pyrido[4,3-d]pyrimidine